CC(=O)OC1=CC=CC2=C1C(=CN2)CCN(C)C 4-acetoxy-N,N-dimethyltryptamine